6-(2,2-dimethyl-1,3-dioxolan-4-yl)pyridin-3-amine CC1(OCC(O1)C1=CC=C(C=N1)N)C